ClCCCC[Si](Cl)(Cl)C (4-Chlorobutyl)methyldichlorsilan